5-(2-methylaminosulfonyl-ethyl)indole CNS(=O)(=O)CCC=1C=C2C=CNC2=CC1